3-hydroxy-2-methoxyisonicotinic acid OC1=C(C(=O)O)C=CN=C1OC